tert-butyl-3,6,9,12-tetraoxapentadecane-15-carboxylate C(C)(C)(C)OC(=O)CCCOCCOCCOCCOCC